CC1=NNC2=CC=C(C=C12)NS(=O)(=O)CCCC N-(3-methyl-1H-indazol-5-yl)butane-1-sulfonamide